10-nitro-6,8,9-trifluoro-1,2,3,4-tetrahydropyrido[4',3':4,5]pyrrolo[1,2-a]pyrimidine [N+](=O)([O-])C=1C2=C(N3C1NCCC3)C(=NC(=C2F)F)F